n-hexyl-tris-(2-methoxyethoxy)silane C(CCCCC)[Si](OCCOC)(OCCOC)OCCOC